S(=O)(O[C@@H](CC(F)(F)F)[C@@H]1[C@H](CCCC1)OC1=CC=C(C=C1)OC(F)(F)F)[O-] (1S,2S)-trans-2-(4-(trifluoromethoxy)phenoxy)cyclohexyl-3,3,3-trifluoropropyl sulfite